4-bromo-2-((2,4-dimethoxybenzyl)amino)-6-(6-azaspiro[2.5]octan-6-yl)benzonitrile BrC1=CC(=C(C#N)C(=C1)N1CCC2(CC2)CC1)NCC1=C(C=C(C=C1)OC)OC